methyl 4-amino-1-[[4-[(tert-butoxycarbonylamino) methyl] phenyl] methyl]-2-butyl-imidazo[4,5-c]quinoline-7-carboxylate NC1=NC=2C=C(C=CC2C2=C1N=C(N2CC2=CC=C(C=C2)CNC(=O)OC(C)(C)C)CCCC)C(=O)OC